(1R)-2-methyl-1-(5-methyl-2-furyl)propan-1-amine CC([C@@H](N)C=1OC(=CC1)C)C